C(C)(C)(C)N1C=NC2=C1C=CC(=C2)C(=O)N2CCC(CC2)F (1-(tert-butyl)-1H-benzo[d]imidazol-5-yl)(4-fluoropiperidin-1-yl)methanone